[Na].[Na].[Na].OC1=C(C(=NN1C1=CC=C(C=C1)S(=O)(=O)O)C(=O)O)/N=N/C1=CC=C(C=C1)S(=O)(=O)O 5-hydroxy-1-(4-sulfophenyl)-4-[(E)-(4-sulfophenyl)azo]-1H-pyrazole-3-carboxylic acid trisodium